(2R,3s,4R,5R)-2,3,4,5,6-Pentaacetoxyhexanoic acid C(C)(=O)O[C@@H](C(=O)O)[C@H]([C@@H]([C@@H](COC(C)=O)OC(C)=O)OC(C)=O)OC(C)=O